C1=CC=CC=2C3=CC=CC=C3C(C12)COC(=O)N[C@H](C(=O)O)CC12CC(C1)(C2)C2=CC=C(C=C2)C(=O)OC(C)(C)C (S)-2-((((9H-fluoren-9-yl)methoxy)carbonyl)amino)-3-(3-(4-(tert-butoxycarbonyl)phenyl)bicyclo[1.1.1]pentan-1-yl)propanoic acid